C(C)OC(C(CC1=CC=C(C=C1)F)NCC(=O)NC1=C(C=CC(=C1)Cl)N1N=NC(=C1)Cl)=O 2-((2-((5-chloro-2-(4-chloro-1H-1,2,3-triazol-1-yl)phenyl)amino)-2-oxoethyl)amino)-3-(4-fluorophenyl)propanoic acid ethyl ester